C1(CCCCC1)C12COCC(CNC1)N2C(=O)NCC cyclohexyl-N-ethyl-3-oxa-7,9-diazabicyclo[3.3.1]nonane-9-carboxamide